FC1(CC(C1)CC1=NN(C(=C1)NC(OC1CC(C1)(F)F)=O)C)F 3,3-difluorocyclobutyl (3-((3,3-difluorocyclobutyl)methyl)-1-methyl-1H-pyrazol-5-yl)carbamate